(4-((1-(2-(6-methoxy-1,5-naphthyridin-4-yl)ethyl)piperidin-4-ylamino)methyl)phenyl)methanol COC=1N=C2C(=CC=NC2=CC1)CCN1CCC(CC1)NCC1=CC=C(C=C1)CO